3-[2-(Diethylamino)ethyl]-1H-indol-6-ol C(C)N(CCC1=CNC2=CC(=CC=C12)O)CC